C(CCCCCCCCCCCCCCCCC)(=O)OC[C@@H](OC(CCCCCCCCCCCCCCCCC)=O)COP(=O)(O)OCCN 1,2-distearoylsn-glycero-3-phosphoethanolamine